6-[2-cyano-3-[[ethyl(methyl)sulfamoyl]amino]-6-fluoro-phenoxy]-4-oxo-3-(2-oxospiro[3.3]heptan-6-yl)quinazoline C(#N)C1=C(OC=2C=C3C(N(C=NC3=CC2)C2CC3(CC(C3)=O)C2)=O)C(=CC=C1NS(N(C)CC)(=O)=O)F